FC(C(C(C(C(C(C(C(C(C(C(C(C(C(C(C(C(F)(F)F)(F)F)(F)F)(F)F)(F)F)(F)F)(F)F)(F)F)(F)F)(F)F)(F)F)(F)F)(F)F)(F)F)(F)F)(F)F)(F)F perfluoroheptadecane